ClC=1C=C2C(=NC(=NC2=C(C1C1=C(C=CC=C1O)F)F)NCCP(=O)(C)C)N1CCN(CC1)C(C=C)=O 1-(4-(6-chloro-2-(2-(dimethyl-phosphoryl)ethylamino)-8-fluoro-7-(2-fluoro-6-hydroxyphenyl)quinazolin-4-yl)piperazin-1-yl)prop-2-en-1-one